ammonium S-(carboxymethyl)-L-cysteine C(=O)(O)CSC[C@H](N)C(=O)O.[NH4+]